C(C)O[Si](OCC)(OCC)OCC tetraEthylOrthoSilicate